BrC=1C=C2CCCN3C2=C(C1)N=C3OC 8-bromo-2-methoxy-5,6-dihydro-4H-imidazo[4,5,1-ij]quinoline